2-(diethoxyphosphoryl)-6-methylhept-5-enoic acid ethyl ester C(C)OC(C(CCC=C(C)C)P(=O)(OCC)OCC)=O